FC1=C(C=CC=C1C)C=1C(=NN(C(C1)=O)CC(=O)NC1CC(C1)(C)O)C(C)C 2-[4-(2-fluoro-3-methylphenyl)-6-oxo-3-propan-2-ylpyridazin-1-yl]-N-(cis-3-hydroxy-3-methylcyclobutyl)acetamide